CC1=C(C=CC(=C1C=1C=2N(C3=CC(=NC=C3C1)NC1=NC=CC=C1)N=CN2)C)O 2,4-dimethyl-3-(8-(pyridin-2-ylamino)-[1,2,4]triazolo[1,5-a][1,6]naphthyridin-4-yl)phenol